4-Chloro-6-[3-fluoro-5-(trifluoromethyl)phenyl]pyridin-2-amine ClC1=CC(=NC(=C1)C1=CC(=CC(=C1)C(F)(F)F)F)N